FC=1C(=CC(=C(C(=O)NC2=C(C=C(C(=C2)F)C=2CCNCC2)C)C1)C)C=1CCNCC1 5-fluoro-N-[5-fluoro-2-methyl-4-(1,2,3,6-tetrahydro-pyridin-4-yl)-phenyl]-2-methyl-4-(1,2,3,6-tetrahydro-pyridin-4-yl)-benzamide